NC12C(N(C(C(C1)C2)=O)CC2=CC=C(C=C2)OC)=O 1-Amino-3-(4-methoxybenzyl)-3-azabicyclo[3.1.1]heptane-2,4-dione